(S)-4-(4-(3-(3-cyanoazetidin-1-yl)-2-(4-((4-(morpholinomethyl)phenyl)ethynyl)phenyl)propyl)-6-oxo-1,6-dihydropyrimidin-5-yl) 1-methyl 2,2-dimethylsuccinate CC(C(=O)OC)(CC(=O)OC1=C(N=CNC1=O)C[C@H](CN1CC(C1)C#N)C1=CC=C(C=C1)C#CC1=CC=C(C=C1)CN1CCOCC1)C